CNC1CCN(CC1)S(=O)(=O)C=1C=C(C=CC1)NC1=NC=CC(=N1)NC1=NC(=NC=C1)C1=NC(=CC=C1)C N2-[3-[[4-(methylamino)-1-piperidyl]sulfonyl]phenyl]-N4-[2-(6-methyl-2-pyridyl)pyrimidin-4-yl]pyrimidine-2,4-diamine